5-(2-chloro-5-fluoropyrimidin-4-yl)-1-methyl-1,2-dihydro-3H-indazol-3-one ClC1=NC=C(C(=N1)C=1C=C2C(NN(C2=CC1)C)=O)F